2-(4-bromophenyl)-4-hydroxy-6-(tetrahydro-2H-pyran-4-yl)nicotinonitrile BrC1=CC=C(C=C1)C1=C(C#N)C(=CC(=N1)C1CCOCC1)O